Cl.Cl.CC=1N=C(C=2N(C1)C=CC2)N2CC(CC2)N 1-(3-methylpyrrolo[1,2-a]pyrazin-1-yl)-pyrrolidin-3-ylamine dihydrochloride salt